1-[(2S)-2-(morpholine-4-yl)propyl]-1H-1,3-benzodiazole N1(CCOCC1)[C@H](CN1C=NC2=C1C=CC=C2)C